1-methoxy-3-[(trimethylsilyl)oxy]-1,3-butadiene COC=CC(=C)O[Si](C)(C)C